2-[2-(amino)ethoxy]acetic acid NCCOCC(=O)O